ClC=1C=C2CNCC2=CC1OC 5-chloro-6-methoxyisoindoline